3-methylbenzyl ((1S,9S)-9-ethyl-5-fluoro-9-hydroxy-4-methyl-10,13-dioxo-2,3,9,10,13,15-hexahydro-1H,12H-benzo[de]pyrano[3',4':6,7]indolizino[1,2-b]quinolin-1-yl)carbamate C(C)[C@]1(C(OCC=2C(N3CC=4C(=NC=5C=C(C(=C6C5C4[C@H](CC6)NC(OCC6=CC(=CC=C6)C)=O)C)F)C3=CC21)=O)=O)O